bromo-dimethyl-disilacyclobutane Br[SiH]1[Si](CC1)(C)C